Cl.CN(C1(CCCCC1)C(=O)N[C@@H](C)C1=CC=C(C(=O)O)C=C1)CCOC1=CC(=CC=C1)C 4-[(1S)-1-[[1-[Methyl-[2-(3-methylphenoxy)ethyl]amino]cyclohexanecarbonyl]amino]ethyl]benzoic acid, hydrochloride